NC=1SC2=C(C1C#N)C(=CC=C2F)C2=C(C=C1C(=NC(=NC1=C2F)OC[C@]2(N(CCC2)C)C)N2CC1CCC(C2)N1)Cl 2-amino-4-[6-chloro-4-(3,8-diazabicyclo[3.2.1]octan-3-yl)-2-[[(2S)-1,2-dimethylpyrrolidin-2-yl]methoxy]-8-fluoro-quinazolin-7-yl]-7-fluoro-benzothiophene-3-carbonitrile